N-((1R)-3-cyano-3-azabicyclo[3.2.0]heptan-1-yl)-5-(2-(4-fluorophenoxy)phenyl)-1H-pyrazole-3-carboxamide C(#N)N1C[C@]2(CCC2C1)NC(=O)C1=NNC(=C1)C1=C(C=CC=C1)OC1=CC=C(C=C1)F